FC1=C(C=CC(=C1)CNCCCCNCCNC1=NC2=C(C3=CN=CC=C13)C=CC(=C2)C(=O)N)C2=CC=CC=C2 5-((2-((4-(((2-Fluoro-[1,1'-biphenyl]-4-yl)methyl)amino)butyl)amino)ethyl)amino)benzo[c][2,6]naphthyridine-8-carboxamide